tert-butyl (S)-5-amino-4-(4-(((S)-6-(4-amino-3-methoxybenzoyl)-6-azaspiro[2.5]octan-1-yl)ethynyl)-1-oxoisoindolin-2-yl)-5-oxopentanoate NC([C@H](CCC(=O)OC(C)(C)C)N1C(C2=CC=CC(=C2C1)C#C[C@H]1CC12CCN(CC2)C(C2=CC(=C(C=C2)N)OC)=O)=O)=O